C([C@@H](O)[C@H](O)[C@H](O)CO)O D(+)-arabinitol